N-(8-(2-chloro-5-fluorophenyl)-3-(N-methylcarbamimidoyl)-6-oxo-5,6,7,8-tetrahydroimidazo[1,5-a]pyrazin-1-yl)-3-fluoro-5-(trifluoromethyl)benzamide ClC1=C(C=C(C=C1)F)C1C=2N(CC(N1)=O)C(=NC2NC(C2=CC(=CC(=C2)C(F)(F)F)F)=O)C(NC)=N